O=C1NC(CCC1NC1=CC=C(C=C1)N1CCC(CC1)CCC1CCN(CC1)C(=O)OC(C)(C)C)=O tert-butyl 4-[2-[1-[4-[(2,6-dioxo-3-piperidyl)amino]phenyl]-4-piperidyl]ethyl]piperidine-1-carboxylate